4-(4-chlorophenyl)-N-(2-ethyl-6-(1-(methylsulfonyl)-1,2,3,6-tetrahydropyridin-4-yl)imidazo[1,2-a]pyridin-3-yl)-N-methylthiazol-2-amine ClC1=CC=C(C=C1)C=1N=C(SC1)N(C)C1=C(N=C2N1C=C(C=C2)C=2CCN(CC2)S(=O)(=O)C)CC